1-(hydroxymethyl)cyclopropane-1-carbonitrile mesylate S(C)(=O)(=O)O.OCC1(CC1)C#N